[Na+].Cl(=O)[O-] chlorous acid, sodium salt